8-methyl-N-(1-methyl-1H-pyrazol-3-yl)-2-(pyridin-2-ylmethyl)-4,5-dihydro-2H-furo[2,3-g]indazole-7-carboxamide CC1=C(OC=2CCC3=CN(N=C3C21)CC2=NC=CC=C2)C(=O)NC2=NN(C=C2)C